[Si](C)(C)(C(C)(C)C)OC=1C=C(C2=CC=CC=C2C1)C1=CC=C2C(=NC(=NC2=C1)Cl)N1C[C@H]2CC[C@@H](C1)N2C(=O)OC(C)(C)C tert-butyl (1R,5S)-3-(7-(3-((tert-butyldimethylsilyl)oxy)naphthalen-1-yl)-2-chloroquinazolin-4-yl)-3,8-diazabicyclo[3.2.1]octane-8-carboxylate